hexyne carbon [C].C#CCCCC